CN(C)C=C1C(N(CCC1=O)CCOC)=O ((dimethylamino)methylene)-1-(2-methoxyethyl)piperidine-2,4-dione